FC=1C=C(C(=CC1)C=O)C=O 4-FLUOROBENZENE-1,2-DICARBOXALDEHYDE